3,5,6,7-tetrahydro-2H-indeno[5,6-b]furan O1C2=C(CC1)C=C1CCCC1=C2